O1C=C(C=C1)S(=O)(=O)C1=C(C(=C(C=C1CCCCC)O)C1CCCC(=C1)C)O furan-3-ylsulfonyl-5'-methyl-4-pentyl-1',2',3',4'-tetrahydro-[1,1'-biphenyl]-2,6-diol